CC1(C(NC(N1)=O)=O)CCC 5-methyl-5-propylimidazolidine-2,4-dione